NC1=NN2C(N=CC=C2)=C1C(=O)NC(C)C=1C=C(C2=CN(N=C2C1C1=CC=CC=C1)C)Cl 2-amino-N-(1-(4-chloro-2-methyl-7-phenyl-2H-indazol-6-yl)ethyl)pyrazolo[1,5-a]pyrimidine-3-carboxamide